NC1=C(C=C(C=N1)C=1C=NC(=CC1)F)C(=O)N[C@@H]1[C@H](CCC1)OCC1=CC=C(C=C1)C1=CC=2CCC[C@H](C2C=C1)N1CCN(CC1)CCO |&1:36| rac-6-amino-6'-fluoro-N-{(1S,2S)-2-[(4-{5-[4-(2-hydroxyethyl)piperazin-1-yl]-5,6,7,8-tetrahydronaphthalen-2-yl}phenyl)methoxy]cyclopentyl}[3,3'-bipyridine]-5-carboxamide